[Ru].[Sm].OC1CC(NC1)C(=O)N[C@@H](C)C1=CC=C(C=C1)C1=C(N=CS1)C 4-hydroxy-N-((S)-1-(4-(4-methylthiazol-5-yl)phenyl)ethyl)pyrrolidine-2-carboxamide samarium ruthenium